(S)-2-(N-(4-amino-5-benzoyl-thiazol-2-yl)-4-methyl-anilino)propanamide NC=1N=C(SC1C(C1=CC=CC=C1)=O)N(C1=CC=C(C=C1)C)[C@H](C(=O)N)C